(p-tert-butoxyphenyl)diphenylsulfonium p-toluenesulfonate salt CC1=CC=C(C=C1)S(=O)(=O)[O-].C(C)(C)(C)OC1=CC=C(C=C1)[S+](C1=CC=CC=C1)C1=CC=CC=C1